C(N)(=O)CCC(CN(C)C1=C(C(=CC=C1)CCCCO)F)NC(OC(C)(C)C)=O tert-butyl N-(4-carbamoyl-1-[[2-fluoro-3-(4-hydroxybutyl) phenyl](methyl) amino]butan-2-yl)carbamate